ClC=1C=C(C=CC1C)CC(=O)OC(C)(C)C tert-butyl 2-(3-chloro-4-methylphenyl)acetate